CC(C)CCCC(CCCCCCCCCCCCCCCCCC)C 2,6-Dimethyltetracosane